BrC=1C(=C(C(=NC1)OC)[N+](=O)[O-])C=CN(C)C 2-(5-bromo-2-methoxy-3-nitropyridin-4-yl)-N,N-dimethylvinylamine